C1(=CC=CC=C1)C1=NN(C(=C1CC1=CC=C(C=C1)S(N)(=O)=O)C(F)(F)F)C=1SC=C(N1)C(=O)O 2-(3-phenyl-4-(4-sulfamoylbenzyl)-5-(trifluoromethyl)-1H-pyrazol-1-yl)thiazole-4-carboxylic acid